CN(C)CS Dimethylamino-methanethiol